O1CCCN(CCC1)[C@@H]1[C@@H](CCC1)OC=1C=C2CN(C(C2=CC1)=O)C1C(NC(CC1)=O)=O 3-(5-(((1R,2S)-2-(1,5-oxazocan-5-yl)cyclopentyl)oxy)-1-oxoisoindolin-2-yl)piperidine-2,6-dione